(1H-benzoImidazol-5-yl)boronic acid N1C=NC2=C1C=CC(=C2)B(O)O